N-(1-cyclopropyl-3-(methylsulfonyl)allyl)-2-(cyclopropylmethyl)-4-phenoxypyrimidine-5-carboxamide C1(CC1)C(C=CS(=O)(=O)C)NC(=O)C=1C(=NC(=NC1)CC1CC1)OC1=CC=CC=C1